1,4-bis[bis(3,5-dimethylphenyl)phosphino]butane CC=1C=C(C=C(C1)C)P(CCCCP(C1=CC(=CC(=C1)C)C)C1=CC(=CC(=C1)C)C)C1=CC(=CC(=C1)C)C